O1C(CCOCC1)=O 1,5-dioxepane-2-one